N[C@H]1[C@@H]2N(C[C@H]1CC2)C(=O)C2=CC1=C(N(C(=N1)C1=CC=3C=4N1C(CN(C4C=CC3)CCCO)CC)C)C(=C2)OC ((1R,4R,7R)-7-amino-2-azabicyclo[2.2.1]hept-2-yl)(2-(3-ethyl-1-(3-hydroxypropyl)-2,3-dihydro-1H-pyrrolo[1,2,3-de]quinoxalin-5-yl)-7-methoxy-1-methyl-1H-benzo[d]imidazol-5-yl)methanone